D-erythro-L-galacto-Octitol C([C@@H](O)[C@H](O)[C@H](O)[C@@H](O)[C@H](O)[C@H](O)CO)O